N-(trans-4-butoxycyclohexyl)-2,5,7-trimethyl-4-oxo-4,5-dihydropyrazolo[1,5-a]pyrazine-3-carboxamide C(CCC)O[C@@H]1CC[C@H](CC1)NC(=O)C=1C(=NN2C1C(N(C=C2C)C)=O)C